oxygen oxirane O1CC1.[O]